N1(CCCC1)C1=NC2=CC=CC=C2C=C1 2-(pyrrolidin-1-yl)quinolin